Cl.C(C)(C)(C)OC(=O)N1CCC(CC1)N 1-tert-butoxycarbonyl-4-aminopiperidine hydrochloride